dihydroxy-1,4-benzenedicarboxaldehyde OC=1C(=C(C=CC1C=O)C=O)O